1,3-dihydroxy-5-n-heneicosyl-benzene OC1=CC(=CC(=C1)CCCCCCCCCCCCCCCCCCCCC)O